7-(4-(tert-butyl)phenyl)-1H-pyrrolo[3,2-c]pyridine C(C)(C)(C)C1=CC=C(C=C1)C=1C2=C(C=NC1)C=CN2